FC=1C(=NC(=NC1)NC1=NC=C(C=C1)N1CCN(CC1)CCCC)C=1C=NN(C1)C(C)C fluoro-N-(5-(4-butylpiperazin-1-yl)pyridin-2-yl)-4-(1-isopropyl-1H-pyrazol-4-yl)pyrimidin-2-amine